NC1=C(C=C(C2=CC(=CC=C12)Cl)C)C(=O)C=1C2=CN(N=C2C(=CC1)F)C1OCCCC1 (1-amino-6-chloro-4-methylnaphthalen-2-yl)-[7-fluoro-2-(oxan-2-yl)indazol-4-yl]methanone